(3R,8R*)-N-(3-Cyano-4-fluorophenyl)-11,11-difluoro-8-(2-hydroxypropan-2-yl)-3-methyl-3,4,8,9,10,11-hexahydro-1H-pyrido[4',3':3,4]pyrazolo[1,5-a]azepine-2(7H)-carboxamide C(#N)C=1C=C(C=CC1F)NC(=O)N1CC=2C(=NN3C2C(CC[C@H](C3)C(C)(C)O)(F)F)C[C@H]1C |o1:22|